NC1=NC(=NC(=C1)N)SCCC 4,6-diamino-2-propylsulfanyl-pyrimidine